C1(=CC=CC=C1)N(C1=CC=C(C=C1)C1=CC=C(S1)CC(C#N)C#N)C1=CC=CC=C1 2-((5-(4-(diphenylamino)phenyl)thiophen-2-yl)methyl)malononitrile